CC1=CC(O[C@]12C[C@@H]([C@@H](CC2)C)C(CC)=O)=O |o1:5,7,8| (5R*,7S*,8R*)-4,8-dimethyl-7-propionyl-1-oxaspiro[4.5]dec-3-en-2-one